C(#N)CCOC(CCOCCC#N)COCCC#N 3-[3,4-bis-(2-cyano-ethoxy)-butoxy]-propionitrile